NC(C(CCC(=O)OC(C)(C)C)N1C(C2=CC=C(C=C2C1)C[C@@H]1[C@H](CC[C@@](C1)(C)O)NC(=O)OC(C)(C)C)=O)=O tert-Butyl 5-amino-4-(5-(((1S,2S,5R)-2-((tert-butoxycarbonyl)amino)-5-hydroxy-5-methylcyclohexyl)methyl)-1-oxoisoindolin-2-yl)-5-oxopentanoate